FC1(C(C=2C=3[C@@]1(CC(C3C(=CC2)F)=C)O)(F)F)F (R)-3,3,4,4,7-pentafluoro-1-methylene-1,2,3,4-tetrahydro-2aH-cyclopenta[cd]inden-2a-ol